(5-amino-6-chloro-2-methyl-2H-indazol-4-yl)methanol NC1=C(C2=CN(N=C2C=C1Cl)C)CO